C(C)(C)[P](C1=CC=CC2=CC=CC=C12)=O racemic-isopropyl-(1-naphthyl)phosphorus oxide